isotridecyl mercaptoacetate SCC(=O)OCCCCCCCCCCC(C)C